NCCCNCCOC1=CC=C2C(=CC=NC2=C1)NC1=CN=NC(=C1)C1=C(C=CC(=C1)Cl)F 7-{2-[(3-aminopropyl)amino]ethoxy}-N-[6-(5-chloro-2-fluorophenyl)pyridazin-4-yl]quinolin-4-amine